COC=1C(=C2C=CNC2=C(C1)C)CN1[C@@H](CC(CC1)C=1N=CSC1)C1=CC=C(C=C1)C(=O)OC (S)-5-methoxy-4-((2-(4-(methoxycarbonyl)phenyl)-4-(thiazol-4-yl)piperidin-1-yl)methyl)-7-methyl-1H-indole